3-chloro-5-hydroxybenzaldehyde ClC=1C=C(C=O)C=C(C1)O